C(\C=C/CCCCCCC)=O cis-2-decen-al